C(C)(C)(C)OC(=O)N1CC2(C1)CC(C2)=CC2=NC=C(C=C2)S(=O)(=O)C(F)(F)F 6-[[5-(trifluoromethylsulfonyl)-2-pyridinyl]methylene]-2-azaspiro[3.3]heptane-2-carboxylic acid tert-butyl ester